(1S,4S)-5-(2,6-dichloropyrimidin-4-yl)-4-(hydroxymethyl)-2,5-diazabicyclo[2.2.1]heptane-2-carboxylic acid tert-butyl ester C(C)(C)(C)OC(=O)N1[C@@H]2CN([C@](C1)(C2)CO)C2=NC(=NC(=C2)Cl)Cl